tert-Butyl (3R,4R)-4-[[3-(2,6-dioxo-3-piperidyl)-1-methyl-indazol-6-yl]-methyl-amino]-3-fluoro-piperidine-1-carboxylate O=C1NC(CCC1C1=NN(C2=CC(=CC=C12)N([C@H]1[C@@H](CN(CC1)C(=O)OC(C)(C)C)F)C)C)=O